4-oxo-4,5,6,7-tetrahydropyrazolo[1,5-a]pyrazin-3-carbonitril O=C1C=2N(CCN1)N=CC2C#N